2-ethyl-4-heptyl-6-hexylphenol C(C)C1=C(C(=CC(=C1)CCCCCCC)CCCCCC)O